C(CCC)P(CCCC)CCCC tris-n-butylphosphine